1-(3-methoxy-4-nitrophenyl)-4-methylpiperazine COC=1C=C(C=CC1[N+](=O)[O-])N1CCN(CC1)C